[Cu+2].C(=O)[O-].C(=O)[O-].C1=CC=CC1.C1=CC=CC1 dicyclopentadiene diformate copper